1,4-oxazepane hydrogen chloride Cl.O1CCNCCC1